disodium 5'-guanylic acid [C@@H]1([C@H](O)[C@H](O)[C@@H](COP(=O)(O)O)O1)N1C=NC=2C(=O)NC(N)=NC12.[Na].[Na]